[N-](S(=O)(=O)C(F)(F)F)S(=O)(=O)C(F)(F)F.C(CCC)[N+](C)(CCCC)CCCC Tributylmethylammonium bis(trifluoromethanesulfonyl)imide salt